2-(2-indanyl)-1-{(5s,8s)-8-[1-(2-hydroxyethyl)-4-pyrazolylamino]-2-aza-2-spiro[4.5]decyl}-1-ethanone C1C(CC2=CC=CC=C12)CC(=O)N1CC2(CC1)CCC(CC2)NC=2C=NN(C2)CCO